tert-butyl (4-(1-((1-((R)-3-cyclohexyl-2-methylpropanoyl)-4-hydroxy-3,3-dimethylpiperidin-4-yl)methyl)-6-oxo-1,6-dihydropyrimidin-4-yl)benzyl)carbamate C1(CCCCC1)C[C@H](C(=O)N1CC(C(CC1)(O)CN1C=NC(=CC1=O)C1=CC=C(CNC(OC(C)(C)C)=O)C=C1)(C)C)C